FC1=C(C=CC(=C1)S(=O)(=O)C)C1=C(C=C(C=C1)C(=O)OC)O methyl 2'-fluoro-2-hydroxy-4'-(methanesulfonyl)-[1,1'-biphenyl]-4-carboxylate